pyrimidin-2-yl 1,3-dioxo-1,3-dihydroisobenzofuran-5-carboxylate O=C1OC(C2=CC(=CC=C12)C(=O)OC1=NC=CC=N1)=O